FC1=C(C=C(C=C1C)NC1=NC=C(C(=N1)NN1C(OC2=C1C=CC=C2C)=O)C)OC (2-(4-fluoro-3-methoxy-5-methylphenylamino)-5-methylpyrimidin-4-ylamino)-7-methylbenzo[d]oxazol-2(3H)-one